C1(CC1)N1C([C@H]2CC[C@@H](C1)N2C(=O)OC(C)(C)C)=O tert-butyl (1R,5S)-3-cyclopropyl-2-oxo-3,8-diazabicyclo[3.2.1]octane-8-carboxylate